C(C)(C)NC(OC1CC(C1)C1=CC(=NN1)NC(COC1=C(C(=CC(=C1)OC)O)C=O)=O)=O (1s,3s)-3-(3-(2-(2-formyl-3-hydroxy-5-methoxyphenoxy)acetamido)-1H-pyrazol-5-yl)cyclobutyl isopropylcarbamate